FC1=CC(=C(C=C1)N1N=CC=C1)CO 1-(4-fluoro-2-(hydroxymethyl)phenyl)-1H-pyrazol